5-(6-(6-chloro-2,5-dimethylpyrimidin-4-yl)-5,6,7,8-tetrahydro-1,6-naphthyridin-3-yl)-N,N-dimethylpyridin-2-amine ClC1=C(C(=NC(=N1)C)N1CC=2C=C(C=NC2CC1)C=1C=CC(=NC1)N(C)C)C